S1C=C(C=C1)C1=NC2=CC=CC=C2C=C1 2-(3-thienyl)quinoline